((2-(4-(aminomethyl)-2,6-dimethylphenyl)-5-methylpyridin-4-yl)methyl)-6-methoxybenzo[d]oxazol-2(3H)-one NCC1=CC(=C(C(=C1)C)C1=NC=C(C(=C1)CN1C(OC2=C1C=CC(=C2)OC)=O)C)C